C12CN(CC(N1)C2)CC2C(C2)C(=O)NC=2C=C1C(=CN2)N(C(=C1)C=1C(=NC=CC1OC)OC)C 2-{3,6-Diazabicyclo[3.1.1]heptan-3-ylmethyl}-N-[2-(2,4-dimethoxypyridin-3-yl)-1-methylpyrrolo[2,3-c]pyridin-5-yl]cyclopropane-1-carboxamide